ClC1=CC=C(C=C1)C=1N=C2N(C=CC=C2)C1CN1C2CN(C(C1)CC2)C(=O)C2=C(C=CC(=C2)F)OC (5-{[2-(4-Chlorophenyl)imidazo[1,2-a]pyridin-3-yl]methyl}-2,5-diazabicyclo[2.2.2]oct-2-yl)(5-fluoro-2-methoxyphenyl)methanon